NC1(CCC(CC1)N(C1=C2CN(C(C2=CC=C1)=O)C1C(NC(CC1)=O)=O)CCC1CC1)C 3-(4-(((1r,4r)-4-amino-4-methylcyclohexyl)(2-cyclopropylethyl)amino)-1-oxoisoindolin-2-yl)piperidine-2,6-dione